2-[2-hydroxyethyl-[(benzotriazolyl)methyl]amino]ethanol OCCN(CCO)CC1=CC=CC=2NN=NC21